ClC=1C=CC2=C(N=C(O2)C2CC3(CC(C3)NC(=O)C3=CC(=NC=C3)S(=O)(=N)C3CC3)C2)C1 N-[6-(5-chloro-1,3-benzoxazol-2-yl)spiro[3.3]Heptane-2-yl]-2-(cyclopropylsulfonimidoyl)pyridine-4-carboxamide